2-(((1R)-1-(2-cyano-3-(3,3-difluoro-2-methylpyrrolidin-1-yl)-7-methylquinoxalin-5-yl)ethyl)amino)benzoic acid C(#N)C1=NC2=CC(=CC(=C2N=C1N1C(C(CC1)(F)F)C)[C@@H](C)NC1=C(C(=O)O)C=CC=C1)C